1-methyl-5-[(E)-styryl]pyrazole CN1N=CC=C1\C=C\C1=CC=CC=C1